8-(5-chloro-7-fluoro-3-(4-(2-propenoyl)-1-piperazinyl)-2,1-benzothiazol-6-yl)-2(1H)-quinolinone ClC=1C(=C(C=2C(=C(SN2)N2CCN(CC2)C(C=C)=O)C1)F)C=1C=CC=C2C=CC(NC12)=O